C(C1=CC=CC=C1)N1N=CC(=C1)C=1C(=CC(N(C1)C)=O)N1C[C@H](CC1)C(=O)O (S)-1-(5-(1-benzyl-1H-pyrazol-4-yl)-1-methyl-2-oxo-1,2-dihydropyridin-4-yl)pyrrolidine-3-carboxylic acid